3,5-difluoro-N-hydroxy-4-((5-(pyridin-3-yl)-1,3,4-thiadiazol-2-yl)thio)benzamide FC=1C=C(C(=O)NO)C=C(C1SC=1SC(=NN1)C=1C=NC=CC1)F